ClC1=C(C=C(C(=O)N2CCC(CC2)COCCN2CCN(CC2)C(=O)[O-])C=C1)N1C(NC(CC1)=C=O)=C=O 4-(2-((1-(4-chloro-3-(2,4-dicarbonyltetrahydropyrimidine-1(2H)-yl)benzoyl)piperidin-4-yl)methoxy)ethyl)piperazine-1-carboxylate